C(C1=CC=CC=C1)OC=1C(=NC=C(C1C)C1=CC(=CC=C1)Cl)C(=O)NC1(COC1)C(=O)OC methyl 3-(3-(benzyloxy)-5-(3-chlorophenyl)-4-methylpicolinamido)oxetane-3-carboxylate